OCC1=NC=2C(=C3C(=NC2)N(C=C3)S(=O)(=O)C3=CC=CC=C3)N1C1CCC(CC1)CC#N 2-((1r,4r)-4-(2-(hydroxymethyl)-6-(benzenesulfonyl)imidazo[4,5-d]Pyrrolo[2,3-b]Pyridine-1(6H)-yl)cyclohexyl)acetonitrile